N-(3-fluoro-2,6-diisopropylphenylcarbamoyl)-3,5-bis(2-hydroxypropan-2-yl)benzenesulfonamide FC=1C(=C(C(=CC1)C(C)C)NC(=O)NS(=O)(=O)C1=CC(=CC(=C1)C(C)(C)O)C(C)(C)O)C(C)C